BrC1=C(NC2=CC=CC=C2C1=O)C1=C(C=C(C=C1C)C(C)(C)C)OC1=C(C=C(C=C1)F)OC 3-bromo-2-[4-tert-butyl-2-(4-fluoro-2-methoxy-phenoxy)-6-methyl-phenyl]-1H-quinolin-4-one